(4Z,7Z,10Z,13Z,16Z)-4,7,10,13,16-Docosapentaenoic acid C(CC\C=C/C\C=C/C\C=C/C\C=C/C\C=C/CCCCC)(=O)O